2,2-bis(4-hydroxy-2,6-dimethylphenyl)propane OC1=CC(=C(C(=C1)C)C(C)(C)C1=C(C=C(C=C1C)O)C)C